NC1=C(C=NN1C)C(=O)N 5-amino-1-methyl-1H-pyrazole-4-carboxamide